C(CCCCCC)N1C=[N+](C=C1)C 1-heptyl-3-methyl-imidazolium